3-amino-6-(5-(3-amino-1,1,1-trifluoro-2-hydroxy-3-oxopropan-2-yl)-2-methylphenyl)-N-((1r,4r)-4-hydroxy-4-(trifluoromethyl)cyclohexyl)pyrazine-2-carboxamide trifluoroacetate FC(C(=O)O)(F)F.NC=1C(=NC(=CN1)C1=C(C=CC(=C1)C(C(F)(F)F)(C(=O)N)O)C)C(=O)NC1CCC(CC1)(C(F)(F)F)O